C(CCCCCCCCCC)OC(CCC)=O butyric acid undecyl ester